2-(2-chloroimidazo[1,2-a]pyridin-3-yl)-3-methyl-6-(trifluoromethyl)-3H-imidazo[4,5-b]pyridine ClC=1N=C2N(C=CC=C2)C1C1=NC=2C(=NC=C(C2)C(F)(F)F)N1C